2-[3,5-Bis(trifluoromethyl)phenyl]-N-[(1-methyl-1H-pyrazol-4-yl)(1-methylpiperidin-3-yl)sulfamoyl]acetamide FC(C=1C=C(C=C(C1)C(F)(F)F)CC(=O)NS(N(C1CN(CCC1)C)C=1C=NN(C1)C)(=O)=O)(F)F